[Ni](=S)=[Se] nickel sulfide selenide